Cl.NC1CN(CC1)C(=O)NC1=CC=C(C=C1)OC(F)(F)F 3-amino-N-[4-(trifluoromethoxy)phenyl]pyrrolidine-1-carboxamide hydrochloride